N2-(6-methoxy-1,2,3,4-tetrahydroisoquinolin-7-yl)-7-(4-methylpyridin-3-yl)quinazoline-2,5-diamine COC=1C=C2CCNCC2=CC1NC1=NC=2C=C(C=C(C2C=N1)N)C=1C=NC=CC1C